2-amino-1'-[5-cyano-6-[(1-cyanocyclopropyl)methoxy]-2-[[1-(morpholinomethyl)cyclopropyl]methoxy]pyrimidin-4-yl]spiro[5,6-dihydrocyclopenta[b]thiophene-4,3'-azetidine]-3-carbonitrile NC1=C(C2=C(S1)CCC21CN(C1)C1=NC(=NC(=C1C#N)OCC1(CC1)C#N)OCC1(CC1)CN1CCOCC1)C#N